bis(3-ethylsalicylidene)-ethylenediamine C(C)C1=C(C(C=NCCN=CC=2C(O)=C(C=CC2)CC)=CC=C1)O